5-bromo-2-methyl-pyrimidine BrC=1C=NC(=NC1)C